C(C)(C)OC=1C=C2C(=NNC2=CC1)C1=CC(=NC=N1)N1CCN(CC1)CC[C@@H]1CN(CC1)C(=O)OC(C)(C)C tert-butyl (3S)-3-[2-[4-[6-(5-isopropoxy-1H-indazol-3-yl)pyrimidin-4-yl]piperazin-1-yl]ethyl]pyrrolidine-1-carboxylate